6-bromo-2,3-dimethoxybenzoic acid BrC1=CC=C(C(=C1C(=O)O)OC)OC